2-(1-acetylpiperidin-4-yl)-4-(3-amino-2-methylphenyl)-1H-indole-7-carboxamide C(C)(=O)N1CCC(CC1)C=1NC2=C(C=CC(=C2C1)C1=C(C(=CC=C1)N)C)C(=O)N